tert-butyl (S)-1-(4-(benzylthio) phenylamino)-1-oxo-3-phenylprop-2-ylcarbamate C(C1=CC=CC=C1)SC1=CC=C(C=C1)NC([C@H](CC1=CC=CC=C1)NC(OC(C)(C)C)=O)=O